(3S)-1-[2-(5-chloro-2-methoxyphenyl)ethyl]-3-[(4-methanesulfonylphenoxy)methyl]piperazine HCl salt Cl.ClC=1C=CC(=C(C1)CCN1C[C@H](NCC1)COC1=CC=C(C=C1)S(=O)(=O)C)OC